(2S,3S,5S)-3,5-diethyl-2-propyl-tetrahydropyran C(C)[C@@H]1[C@@H](OC[C@H](C1)CC)CCC